[Fe].[Cr].[Mn] Manganese-chromium-iron